[O-2].[Fe+2].[Zn+2].[Ni+2].[O-2].[O-2] nickel-zinc-iron oxide